C(C)(C)(C)OC(=O)N[C@H](C(=O)N[C@@H](CC(=O)OCC)C1=C(C(=CC(=C1)C=1C2=CN(N=C2C=CC1C)C)C)F)CC(C)C ethyl (3S)-3-[(2S)-2-{[(tert-butoxy)carbonyl]amino}-4-methylpentanamido]-3-[5-(2,5-dimethyl-2H-indazol-4-yl)-2-fluoro-3-methylphenyl]propanoate